(2R,3S)-3-((4-chloro-2-(6-chloro-3-methoxyquinolin-8-yl)-5-fluorobenzo[d]thiazol-6-yl) oxy)butan-2-yl (2-(2-hydroxyethoxy)pyrimidin-5-yl)carbamate OCCOC1=NC=C(C=N1)NC(O[C@H](C)[C@H](C)OC1=CC2=C(N=C(S2)C=2C=C(C=C3C=C(C=NC23)OC)Cl)C(=C1F)Cl)=O